2-(2,6-Dioxopiperidin-3-yl)-5-(piperidin-4-yl)isoindoline-1,3-dione O=C1NC(CCC1N1C(C2=CC=C(C=C2C1=O)C1CCNCC1)=O)=O